NC=1C=C2C=CC=C(C2=CC1)CN1N=C(C=2CNCC(C21)C)C(=O)NC=2C=C(C=CC2)C 1-((6-Aminonaphthalen-1-yl)methyl)-7-methyl-N-(m-tolyl)-4,5,6,7-tetrahydro-1H-pyrazolo[4,3-c]pyridine-3-carboxamide